N-[4-[[3-(Methanesulfonamido)-7-morpholino-1,6-naphthyridin-5-yl]oxy]cyclohexyl]pyrimidine-2-carboxamide CS(=O)(=O)NC=1C=NC2=CC(=NC(=C2C1)OC1CCC(CC1)NC(=O)C1=NC=CC=N1)N1CCOCC1